C(C1=CC=CC=C1)(=O)OCCCCCC1=C(C(=O)OC)C(=CC=N1)C1CC1 methyl 2-(5-(benzoyloxy) pentyl)-4-cyclopropylnicotinate